Cl.NCCCC=1C=C(C=CC1CO)NC(C[C@H]1C=2N(C3=C(C(=N1)C1=CC=C(C=C1)Cl)C(=C(S3)C)C)C(=NN2)C)=O (S)-N-(3-(3-aminopropyl)-4-(hydroxymethyl)phenyl)-2-(4-(4-chlorophenyl)-2,3,9-trimethyl-6H-thieno[3,2-f][1,2,4]triazolo[4,3-a][1,4]diazepin-6-yl)acetamide hydrochloride